ClCC1=C(C(=CC=C1)CCl)CCl 1,2,3-tris(chloromethyl)-benzene